((1S,2R,3R,4R)-1-(aminomethyl)-2,3-dihydroxy-6,8-dioxabicyclo[3.2.1]oct-4-yl)isoindoline-1,3-dione NC[C@@]12[C@@H]([C@@H]([C@H](C(OC1)O2)N2C(C1=CC=CC=C1C2=O)=O)O)O